3,3''-dibromo-o-terphenyl BrC=1C=C(C=CC1)C=1C(=CC=CC1)C1=CC(=CC=C1)Br